4-((3-amino-1H-pyrazol-4-yl)(4-chlorophenyl)methyl)-1-phenyl-3-(trifluoromethyl)-1H-pyrazol-5-ol NC1=NNC=C1C(C=1C(=NN(C1O)C1=CC=CC=C1)C(F)(F)F)C1=CC=C(C=C1)Cl